FC=1C=C(C=CC1F)N1[C@@H](CCCO1)C1=NC2=C(N1C=1SC=C(N1)C1=CC=C(C=C1)S(=O)(=O)N(C)C)C=CC(=C2)C=2C(=NOC2C)C (S)-4-(2-(2-(1-(3,4-difluorophenyl)-6-oxapiperidin-2-yl)-5-(3,5-dimethylisoxazol-4-yl)-1H-benzo[d]imidazol-1-yl)thiazol-4-yl)-N,N-dimethylbenzenesulfonamide